F[C@]([C@@H]([C@H](C=O)O)O)(O)[C@H](O)CO 4-fluoro-galactose